ClC1=C(C=NN1C1CCN(CC1)C1CCOCC1)[N+](=O)[O-] 4-(5-chloro-4-nitro-1H-pyrazol-1-yl)-1-(tetrahydro-2H-pyran-4-yl)piperidine